C1=NC=C(C2=CC=CC=C12)N1C(N(C[C@@H]1C#N)C1=NC(=NC=C1OC)C(F)(F)F)=O |r| racemic-3-(isoquinolin-4-yl)-1-(5-methoxy-2-(trifluoromethyl)pyrimidin-4-yl)-2-oxoimidazoline-4-carbonitrile